2-fluoro-5-(trifluoromethoxy)benzylamine-d2 FC1=C(CN([2H])[2H])C=C(C=C1)OC(F)(F)F